(R)-methyl 2-amino-3-(3-(3-ethylisothiazol-4-yl)-5-fluorobenzamido)propanoate N[C@@H](C(=O)OC)CNC(C1=CC(=CC(=C1)F)C=1C(=NSC1)CC)=O